1-(5-(2-(2-aminopyridin-3-yl)-5-phenyl-3H-imidazo[4,5-b]pyridin-3-yl)picolinoyl)-3,3-dimethylpiperidine-4-carboxylic acid NC1=NC=CC=C1C1=NC=2C(=NC(=CC2)C2=CC=CC=C2)N1C=1C=CC(=NC1)C(=O)N1CC(C(CC1)C(=O)O)(C)C